FC(S(=O)(=O)[N-]S(=O)(=O)C(F)(F)F)(F)F.[Li+] Lithium bis(trifluoromethane-sulfonyl)amide